[N+](=O)([O-])C1=CC=C(CN[C@H](C)C2=CC=CC=C2)C=C1 4-nitro-N-[(1R)-1-phenylethyl]-benzylamine